(tetramethyl-cyclopentadienyl)(n-propyl-cyclopentadienyl)zirconium CC=1C(=C(C(C1)(C)[Zr]C1(C=CC=C1)CCC)C)C